C1(=CC=CC=C1)P(C1=C2OC=3C=CC=CC3C(C2=CC=C1)(C)C)C1=CC=CC=C1 5-diphenylphosphino-9,9-dimethyl-xanthen